ON=C(C(=O)O)CC 2-HYDROXYIMINO-BUTYRIC ACID